(S)-3-(1-hydroxypropan-2-yl)-8-(1-methyl-1H-pyrazol-4-yl)-6-(5-(trifluoromethyl)pyridin-2-yl)pyrido[3,4-d]pyrimidin-4(3H)-one OC[C@H](C)N1C=NC2=C(C1=O)C=C(N=C2C=2C=NN(C2)C)C2=NC=C(C=C2)C(F)(F)F